6-((1R,3s,5S,6r)-6-(1-Isopropyl-3-(5-(trifluoromethyl)pyridin-3-yl)-1H-1,2,4-triazol-5-yl)bicyclo[3.1.0]hexan-3-yl)-2-thia-6-azaspiro[3.4]octane 2,2-dioxide C(C)(C)N1N=C(N=C1C1[C@H]2CC(C[C@@H]12)N1CC2(CS(C2)(=O)=O)CC1)C=1C=NC=C(C1)C(F)(F)F